octane-2,3-diol (S)-methyl-4-amino-3-methoxy-5-((oxetan-2-yl-methyl)amino)benzoate CC1=C(C(=O)O)C=C(C(=C1OC)N)NC[C@H]1OCC1.CC(C(CCCCC)O)O